(3,5-difluoropyridin-2-yl)methanamine hydrochloride Cl.FC=1C(=NC=C(C1)F)CN